(1S,2S)-(+)-2-amino-1-phenyl-1,3-propanediol C1=CC=C(C=C1)[C@@H]([C@H](CO)N)O